1-(4-Methoxybenzyl)-3-phenyl-1H-pyrazol-5-amine COC1=CC=C(CN2N=C(C=C2N)C2=CC=CC=C2)C=C1